1-(2-chloro-4-((3-(3-fluoro-4-methoxyphenyl)imidazo[1,2-a]pyrazin-8-yl)amino)benzoyl)piperidine-4-carboxylic acid ClC1=C(C(=O)N2CCC(CC2)C(=O)O)C=CC(=C1)NC=1C=2N(C=CN1)C(=CN2)C2=CC(=C(C=C2)OC)F